BrCC1=CC=C(C=2C=C(OC21)Cl)Cl 7-(bromomethyl)-2,4-dichlorobenzofuran